Cl.N1CC(C1)OC1=CC=NC=C1 4-(Azetidin-3-yloxy)-pyridine hydrochloride salt